C(C)OC(=O)C1(C=C(C1C1=CC=CC=C1)C1=CC=CC=C1)C1SCCCS1 (1,3-dithian-2-yl)-3,4-diphenylcyclobut-2-ene-1-carboxylic acid ethyl ester